4-(1-(4-(prop-1-yn-1-yl)-1-(4-(trifluoromethyl)benzyl)-1H-1,2,3-triazole-5-carboxamido)ethyl)benzoic acid C(#CC)C=1N=NN(C1C(=O)NC(C)C1=CC=C(C(=O)O)C=C1)CC1=CC=C(C=C1)C(F)(F)F